(S)-1-(3-(1-(hydroxymethyl)cyclopropylsulfonyl)phenoxy)-3-((S)-8-(pyridin-3-ylsulfonyl)-1-oxa-8-azaspiro[4.5]decan-3-ylamino)propan-2-ol OCC1(CC1)S(=O)(=O)C=1C=C(OC[C@H](CN[C@@H]2COC3(C2)CCN(CC3)S(=O)(=O)C=3C=NC=CC3)O)C=CC1